9-Heptadecadiene CCCCCCC/C=C/CCCC/C=C/CC